C1(CC1)NC1=C2N=CNC2=NC(=N1)F N-cyclopropyl-2-fluoro-9H-purin-6-amine